(4S,5R)-4-((S)-5H-imidazo[5,1-a]isoindol-5-yl)spiro[2.3]hexan-5-ol C=1N=CN2C1C1=CC=CC=C1[C@@H]2[C@@H]2C1(CC1)C[C@H]2O